FC(OCC1(CC1)N(C(=O)C=1C=NN2C1CN(C(C2)C)C(=O)OC(C)(C)C)C)F Tert-butyl 3-((1-((difluoromethoxy)methyl)cyclopropyl)(methyl)carbamoyl)-6-methyl-6,7-dihydropyrazolo[1,5-a]pyrazine-5(4H)-carboxylate